N,N-bis(but-2-yn-1-yl)-4-methylbenzenesulfonamide C(C#CC)N(S(=O)(=O)C1=CC=C(C=C1)C)CC#CC